NC1=C(C(N(C2=CC(=CC=C12)OC(F)F)C=1C=NC(=CC1)C)=O)C(=O)OC methyl 4-amino-7-(difluoromethoxy)-1-(6-methylpyridin-3-yl)-2-oxo-1,2-dihydroquinoline-3-carboxylate